N-[(1S)-5-amino-2,3-dihydro-1H-inden-1-yl]acetamide HCl Cl.NC=1C=C2CC[C@@H](C2=CC1)NC(C)=O